tert-butyl-5-[4-(3-methoxyanilino)-6-phenyl-pyrimidin-2-yl]-3,4-dihydro-2H-pyridine C(C)(C)(C)C1NC=C(CC1)C1=NC(=CC(=N1)NC1=CC(=CC=C1)OC)C1=CC=CC=C1